(S*)-6-(4-Ethyl-3-(hydroxymethyl)-5-oxo-4,5-dihydro-1H-1,2,4-triazol-1-yl)-7-fluoro-2-(2-methoxy-3,5-dimethylpyridin-4-yl)-4-(prop-1-en-2-yl)-3,4-dihydroisoquinolin-1(2H)-one C(C)N1C(=NN(C1=O)C=1C=C2[C@@H](CN(C(C2=CC1F)=O)C1=C(C(=NC=C1C)OC)C)C(=C)C)CO |o1:11|